Cystin C([C@@H](C(=O)O)N)SSC[C@@H](C(=O)O)N